N-(3-fluoro-4-(methylsulfonyl)phenyl)-4-methyl-1-(oxetan-3-yl)-5-(2-(trifluoromethyl)phenyl)-1H-pyrrole-3-carboxamide FC=1C=C(C=CC1S(=O)(=O)C)NC(=O)C1=CN(C(=C1C)C1=C(C=CC=C1)C(F)(F)F)C1COC1